C12CCC(CC1)N2C(C)C2=C(C(=CC=C2F)F)CN (2-(1-(7-azabicyclo[2.2.1]heptan-7-yl)ethyl)-3,6-difluorophenyl)methylamine